C(C)OC(=O)C=1N=CC=2NC3=CC=CC=C3C2C1 ethyl-beta-carboline-3-carboxylate